(Z)-tert-butyl 4-((2-(3-((4-(dimethylphosphoryl)-2-methoxyphenyl)amino)prop-1-yn-1-yl)-3-(2,2,2-trifluoroethyl) benzo[b]thiophen-7-yl)amino)-3-fluoropiperidine-1-carboxylate CP(=O)(C)C1=CC(=C(C=C1)NCC#CC1=C(C2=C(S1)C(=CC=C2)NC2C(CN(CC2)C(=O)OC(C)(C)C)F)CC(F)(F)F)OC